FC1(CN(C1)CC[C@@H](C(=O)O)N(C)C(=O)OCC1C2=CC=CC=C2C=2C=CC=CC12)F (2S)-4-(3,3-difluoroazetidin-1-yl)-2-[9H-fluoren-9-yl-methoxycarbonyl(methyl)amino]butanoic acid